2-methyl-2-(trifluoromethyl)oxirane CC1(OC1)C(F)(F)F